Methyl 7-cyano-6-fluoro-2,2-dimethyl-2,3-dihydrobenzofuran-4-carboxylate C(#N)C=1C(=CC(=C2CC(OC21)(C)C)C(=O)OC)F